2-fluoro-5-(2-methyl-1H-indol-3-yl)-3,6-bis(cyclopropylamino)cyclohexa-2,5-diene-1,4-dione FC=1C(C(=C(C(C1NC1CC1)=O)C1=C(NC2=CC=CC=C12)C)NC1CC1)=O